N-(6-((2,4-Difluorophenyl)amino)-1H-indazol-3-yl)-4-(1-methylpiperidin-4-yl)benzamid FC1=C(C=CC(=C1)F)NC1=CC=C2C(=NNC2=C1)NC(C1=CC=C(C=C1)C1CCN(CC1)C)=O